3,6,7,10,11-penta(n-butoxy)benzophenanthrene C(CCC)OC1=CC=C2C=3C=C(C(=CC3C3=C(C2=C1)C=C(C(=C3)OCCCC)OCCCC)OCCCC)OCCCC